[Cl-].C(C=C)(=O)NCC[N+](CC1=CC=CC=C1)(C)C acryloylaminoethyl-dimethylbenzyl-ammonium chloride